2-bromo-5-(methyl-d3)-4,5,6,7-tetrahydropyrazolo[1,5-a]pyrazine BrC1=NN2C(CN(CC2)C([2H])([2H])[2H])=C1